(hydroxyethyl) methacrylate phosphate P(=O)(O)(O)O.C(C(=C)C)(=O)OCCO